FC(C1=CC=C2C(=CC=NC2=C1)NC=1N=C(N2C1OC=C2)C)F N-(7-(di-fluorometh-yl)quinolin-4-yl)-5-meth-ylimidazo-[5,1-b]oxazol-7-amine